ClC1=CC=C(C(=N1)C(=O)NS(=O)(=O)C)N[C@H](C)C=1C=C(C=C2C(C(=C(OC12)SCC)C)=O)C 6-chloro-3-[[(1R)-1-(2-ethylsulfanyl-3,6-dimethyl-4-oxo-chromen-8-yl)ethyl]amino]-N-methylsulfonyl-pyridine-2-carboxamide